CC1=NC2=CC=C(C=C2C(=C1)C#N)C(=O)N1CCOCC1 2-methyl-6-(morpholine-4-carbonyl)quinoline-4-carbonitrile